5-chloro-1H-pyrazolo[3,4-c]pyridazine-3-diazonium ClC=1C=C2C(=NN1)NN=C2[N+]#N